1,5-anhydro-3-(6-(4-((1-cyanocyclopropyl)carbamoyl)-3-fluorobenzyl)-7,8-dimethyl-4-oxoquinazolin-3(4H)-yl)-2,3-dideoxy-L-threo-pentitol C(#N)C1(CC1)NC(=O)C1=C(C=C(CC=2C=C3C(N(C=NC3=C(C2C)C)[C@H]2CCOC[C@@H]2O)=O)C=C1)F